(+)-6-(3-amino-6-(4-(4-(1-cyclopropylethyl)piperazin-1-yl)phenyl)-5-fluoropyrazin-2-yl)-8-fluoro-3,4-dihydroisoquinolin-1(2H)-one NC=1C(=NC(=C(N1)F)C1=CC=C(C=C1)N1CCN(CC1)C(C)C1CC1)C=1C=C2CCNC(C2=C(C1)F)=O